FC1([C@@]2(CCN(C[C@H]12)C1=NC=C(C=C1C(=O)NC1=CC(=NC=C1)S(N)(=O)=O)C(F)(F)F)C)F ((1R,6R)-7,7-difluoro-6-methyl-3-azabicyclo[4.1.0]heptan-3-yl)-N-(2-sulfamoyl-4-pyridyl)-5-(trifluoromethyl)pyridine-3-carboxamide